C1N[C@@H](CC2=CC=CC=C12)CO (S)-1,2,3,4-tetrahydroisoquinoline-3-methanol